C(C)OC(=O)C=1N=C(OC1)C=1C(=C2C(=NC1)N(C=C2)COCC[Si](C)(C)C)N[C@@H]2CC[C@@H](N(C2)C(=O)OCC2=CC=CC=C2)C benzyl (2S,5R)-5-({5-[4-(ethoxycarbonyl)-1,3-oxazol-2-yl]-1-{[2-(trimethylsilyl) ethoxy]methyl}-1H-pyrrolo[2,3-b]pyridin-4-yl}amino)-2-methylpiperidine-1-carboxylate